N-([1,1':4',1''-terphenyl]-4-yl)-N-(4-(phenanthren-2-yl)phenyl)-9,9-diphenyl-9H-fluoren-2-amine C1(=CC=C(C=C1)N(C1=CC=2C(C3=CC=CC=C3C2C=C1)(C1=CC=CC=C1)C1=CC=CC=C1)C1=CC=C(C=C1)C1=CC=2C=CC3=CC=CC=C3C2C=C1)C1=CC=C(C=C1)C1=CC=CC=C1